O.O.S(=S)(=O)(OCCCCCCOS(=S)(=O)[O-])[O-].[Na+].[Na+] Disodium hexamethylene 1,6-dithiosulfate dihydrate